C1N[C@@H](CC2=CC=CC=C12)C(=O)O (S)-1,2,3,4-Tetrahydro-3-isoquinolinecarboxylic acid